6-(2-methoxybenzylamino)-3-glucopyranosylpurine COC1=C(CNC2=C3N=CN=C3N(C=N2)C2[C@H](O)[C@@H](O)[C@H](O)[C@H](O2)CO)C=CC=C1